ethyl 3-chloro-5-methyl-pyridine-4-carboxylate ClC=1C=NC=C(C1C(=O)OCC)C